OCC(=O)C1=CC=CC=C1F hydroxy-6'-fluoroacetophenone